5-(2-Amino-pyrimidin-4-yl)-2-methyl-2H-pyrazole-3-carboxylic acid ethyl ester C(C)OC(=O)C=1N(N=C(C1)C1=NC(=NC=C1)N)C